C1(CC1)CN1CCN(C2=CC=CC=C12)C(CN1CCCC1)=O 1-(4-(cyclopropylmethyl)-3,4-dihydroquinoxalin-1(2H)-yl)-2-(Pyrrolidin-1-yl)ethan-1-one